C(C)OC1=CC=C(C=N1)C1=CN=CC(=N1)C(=O)NC=1NC2=CC=CC(=C2C1)OC 6-(6-ethoxypyridin-3-yl)-N-(4-methoxy-1H-indol-2-yl)pyrazine-2-carboxamide